4-(4-amino-2-fluorophenoxy)-3-(pyridin-2-ylethynyl)-pyridin-2-amine NC1=CC(=C(OC2=C(C(=NC=C2)N)C#CC2=NC=CC=C2)C=C1)F